3-(2,2-bis(1-ethyl-2-methylindol-3-yl)vinyl)-3-(4-diethylaminophenyl)-phthalide C(C)N1C(=C(C2=CC=CC=C12)C(=CC1(OC(=O)C2=CC=CC=C12)C1=CC=C(C=C1)N(CC)CC)C1=C(N(C2=CC=CC=C12)CC)C)C